2E-Octenoic acid CCCCC/C=C/C(=O)O